5-[[(2S)-2-[[(2S)-2-[6-(2,5-dioxopyrrol-1-yl)hexanoylamino]-3-methyl-butyryl]amino]-5-ureido-pentanoyl]amino]-2-(hydroxymethyl)benzenesulfonic acid O=C1N(C(C=C1)=O)CCCCCC(=O)N[C@H](C(=O)N[C@H](C(=O)NC=1C=CC(=C(C1)S(=O)(=O)O)CO)CCCNC(=O)N)C(C)C